C(C)OP(=O)(OCC)C(C1=CC2=C(SC(=C2)C(=O)N[C@H]2C[C@@H]3[C@H](C[C@@H]4N(C2=O)[C@@H](CC4)C(=O)O)C3)C=C1)(F)F (3S,6S,7aR,8aS,9aR)-6-(5-((diethoxyphosphoryl)difluoromethyl)benzo[b]thiophene-2-carboxamido)-5-oxodecahydro-1H-cyclopropa[d]pyrrolo[1,2-a]azocine-3-carboxylic acid